1,2,4-trimethyl-pyrrol CN1C(=CC(=C1)C)C